N-(2-(4-isopropylpiperazin-1-yl)ethyl)-6-(5-(6-methylpyridin-2-yl)-1H-1,2,3-triazol-4-yl)quinolin-3-amine C(C)(C)N1CCN(CC1)CCNC=1C=NC2=CC=C(C=C2C1)C=1N=NNC1C1=NC(=CC=C1)C